butoxy-3-fluoro-[1,1'-biphenyl] C(CCC)OC1=C(C=CC=C1F)C1=CC=CC=C1